FC1=CC=C(C=C1)C=1C(=NC2=CC(=CC(=C2C1)C(C)O)C)C=1SC=CN1 1-(3-(4-fluorophenyl)-7-methyl-2-(thiazol-2-yl)quinolin-5-yl)ethan-1-ol